ClC1=CC=2N(C=C1)N=C(N2)CNCCO 2-(((7-chloro-[1,2,4]triazolo[1,5-a]pyridin-2-yl)methyl)amino)ethan-1-ol